NCC(C[SiH2]OCCCCCCCCCCCCC)C 3-amino-2-methylpropyl-(tridecyloxysilane)